(S)-N-(2,3-dihydroxypropyl)-6-(2-(4-fluorophenyl)-1H-pyrrolo[2,3-b]pyridin-5-yl)picolinamide O[C@@H](CNC(C1=NC(=CC=C1)C=1C=C2C(=NC1)NC(=C2)C2=CC=C(C=C2)F)=O)CO